COC1=CC=2C=3C=C4C(=C(C3N(C2C=C1)CCN1CCOCC1)C)C=CN=C4 4-(2-(9-methoxy-5-methyl-6H-pyrido[4,3-b]carbazol-6-yl)ethyl)morpholine